(6R)-17-Amino-12-cyclopentyl-6-hydroxy-6,15-bis(trifluoromethyl)-19-oxa-3,4,12,18-tetrazatricyclo[12.3.1.12,5]nonadeca-1(18),2,4,14,16-pentaen-13-one NC1=CC(=C2C(N(CCCCC[C@@](C3=NN=C(C1=N2)O3)(C(F)(F)F)O)C3CCCC3)=O)C(F)(F)F